3-(2-hydroxyethoxy)phenol OCCOC=1C=C(C=CC1)O